methyl N-(4-methoxy-1H-indole-2-carbonyl)-L-leucyl-3-[(3S)-2-oxopiperidin-3-yl]-L-alaninate COC1=C2C=C(NC2=CC=C1)C(=O)N[C@@H](CC(C)C)C(=O)N[C@@H](C[C@H]1C(NCCC1)=O)C(=O)OC